N-(6-(5-chloropyridin-2-yl)thiazolo[4,5-b]pyrazin-2-yl)-5'-methoxy-2',6-dimethyl-[4,4'-bipyridine]-3-carboxamide ClC=1C=CC(=NC1)C=1N=C2C(=NC1)N=C(S2)NC(=O)C=2C=NC(=CC2C2=CC(=NC=C2OC)C)C